O[C@@H]([C@@H](C)[C@H]1CC[C@H]2[C@@H]3CC[C@@H]4C[C@@](CC[C@@]4([C@H]3CC[C@]12C)C)(O)C(F)(F)F)C=C (3R,5R,8R,9S,10S,13S,14S,17R)-17-((2S,3R)-3-hydroxypent-4-en-2-yl)-10,13-dimethyl-3-(trifluoromethyl)hexadecahydro-1H-cyclopenta[a]phenanthren-3-ol